FC=1C(=NC=C(C1)F)CNC(=O)C1=C(N=C(S1)N1CCC(CC1)N1C[C@@H](CCC1)C)C(F)(F)F N-[(3,5-difluoropyridin-2-yl)methyl]-2-[(3R)-3-methyl-[1,4'-bipiperidin]-1'-yl]-4-(trifluoromethyl)-1,3-thiazole-5-carboxamide